C(CCC)OC(=O)NC([O-])=O Z-butoxycarbonylcarbamate